4-{[1-(2-acetamidophenyl)-1H-pyrazol-4-yl]methyl}-6-hydroxy-5-oxo-4,5-dihydrothieno[3,2-b]pyridine-7-carboxylic acid C(C)(=O)NC1=C(C=CC=C1)N1N=CC(=C1)CN1C2=C(C(=C(C1=O)O)C(=O)O)SC=C2